[(1S)-2-(8,9-dihydro-7H-pyrano[3,2-e]indol-3-yl)-1-methylethyl]methanesulfonate C1=CN(C=2C=CC3=C(C12)CCCO3)C[C@H](C)CS(=O)(=O)[O-]